(S)-1-(5-chloro-3-methylpyridin-2-yl)-4-(3-fluoro-4-methylbenzyl)-3-(oxetan-3-yl)piperazine-2,5-dione ClC=1C=C(C(=NC1)N1C([C@@H](N(C(C1)=O)CC1=CC(=C(C=C1)C)F)C1COC1)=O)C